ClC=1C(=NC(=NC1)N1CCN(CC1)C(=O)[C@@H]1N(CC1)C(=O)OC(C)(C)C)N[C@H](C)C1=C(C=C(C=C1)Cl)Cl tert-butyl (R)-2-(4-(5-chloro-4-(((R)-1-(2,4-dichlorophenyl)ethyl)amino)pyrimidin-2-yl)piperazine-1-carbonyl)azetidine-1-carboxylate